5-(2-(2-fluoro-2-methylbutyl)oxazol-5-yl)-6-(2-methylimidazo[1,2-a]pyridin-7-yl)picolinonitrile FC(CC=1OC(=CN1)C=1C=CC(=NC1C1=CC=2N(C=C1)C=C(N2)C)C#N)(CC)C